NCCN(CCNCC(=O)O)C(=O)O (2-((2-aminoethyl)(carboxy)amino)ethyl)glycine